I(=O)(=O)(=O)O.I(=O)(=O)(=O)O periodic acid, periodate salt